(2-(methylcarbamoyl)thiazol-5-yl)piperazine-1-carboxylic acid tert-butyl ester C(C)(C)(C)OC(=O)N1C(CNCC1)C1=CN=C(S1)C(NC)=O